2-(6-(hydroxy(1-methylpiperidin-3-yl)methyl)-4,5-dimethylpyridazin-3-yl)-5-(trifluoromethyl)phenol OC(C1=C(C(=C(N=N1)C1=C(C=C(C=C1)C(F)(F)F)O)C)C)C1CN(CCC1)C